C(#N)C=1C=C(C=CC1)C1=NC=CC=C1 2-(3-cyanophenyl)pyridin